6-(4-((4-Methoxypyridin-3-yl)(6-(trifluoromethyl)pyridin-3-yl)amino)piperidin-1-yl)nicotinonitrile COC1=C(C=NC=C1)N(C1CCN(CC1)C1=NC=C(C#N)C=C1)C=1C=NC(=CC1)C(F)(F)F